ClC=1C(=C(C=CC1)C(C)NC=1C2=C(N=CN1)C=CC(=N2)O[C@@H]2CN(CC2)C(C=C)=O)F 1-((3S)-3-((4-((1-(3-Chloro-2-fluorophenyl)ethyl)amino)pyrido[3,2-d]pyrimidin-6-yl)oxy)pyrrolidin-1-yl)prop-2-en-1-one